2,4-Dimethyl-3-Chlorobenzenesulfinic acid CC1=C(C=CC(=C1Cl)C)S(=O)O